N[C@H]1[C@@H]2N(C[C@H]1CC2)C(=O)C2=CC1=C(N(C(=N1)C1=CC=3C=4N1[C@H](CNC4C=CC3)CC)C)C(=C2)F ((1R,4R,7R)-7-amino-2-azabicyclo[2.2.1]heptan-2-yl)(2-((S)-3-ethyl-2,3-dihydro-1H-pyrrolo[1,2,3-de]quinoxalin-5-yl)-7-fluoro-1-methyl-1H-benzo[d]imidazol-5-yl)methanone